2-(6-Azaspiro[2.5]octan-6-yl)-N-(6-((2R)-2-methyl-4-morpholinyl)-2-pyridinyl)-4-(R-methylsulfonimidoyl)benzamide C1CC12CCN(CC2)C2=C(C(=O)NC1=NC(=CC=C1)N1C[C@H](OCC1)C)C=CC(=C2)[S@@](=O)(=N)C